R-vinyl-triethoxysilane C(=C)[Si](OCC)(OCC)OCC